ClC=1C=C(C=C(C1OC1=CC(=C(C=C1)OC)C(C)C)Cl)NC(CN1CCN(CC1)C(=O)OC(C)(C)C)=O tert-butyl 4-(2-((3,5-dichloro-4-(3-isopropyl-4-methoxyphenoxy)phenyl)amino)-2-oxoethyl)piperazine-1-carboxylate